C(CCC)C1=CC=C(C=C1)S(=O)(=O)N1CC(CC1)C=1N=C(C2=C(N1)CNCC2)NC 2-[1-(4-butylphenyl)sulfonylpyrrolidin-3-yl]-N-methyl-5,6,7,8-tetrahydropyrido[3,4-d]pyrimidin-4-amine